CN(CCN1N=CC(=C1)C=1C=2N(C(=NC1)NCC1=C(C=CC3=C1CCO3)F)C=C(N2)C#N)C 8-(1-(2-(dimethylamino)ethyl)-1H-pyrazol-4-yl)-5-(((5-fluoro-2,3-dihydrobenzofuran-4-yl)methyl)amino)imidazo[1,2-c]pyrimidine-2-carbonitrile